tert-butyl (4-((5-chloro-7-((2-(trimethylsilyl)ethoxy)methyl)-7H-pyrrolo[2,3-d]pyrimidin-4-yl)oxy)-2-fluorophenyl)carbamate ClC1=CN(C=2N=CN=C(C21)OC2=CC(=C(C=C2)NC(OC(C)(C)C)=O)F)COCC[Si](C)(C)C